(S)-(3-(1-amino-1,3-dihydrospiro[indene-2,4'-piperidine]-1'-yl)-6-(3-phenoxyprop-1-yn-1-yl)pyrazin-2-yl)methanol N[C@@H]1C2=CC=CC=C2CC12CCN(CC2)C=2C(=NC(=CN2)C#CCOC2=CC=CC=C2)CO